C[C@H]1CNCCC2=C1C=C(C=C2)Cl The molecule is a benzazepine that is 2,3,4,5-tetrahydro-3-benzazepine substituted at position 1 by a methyl group and a t position 6 by a chloro group. It has a role as an appetite depressant and an anti-obesity agent. It is an organochlorine compound and a benzazepine.